ClC1=CC=C(C=C1)C1=NOC=2N=CN(C(C21)=O)CC(N2C(CCC2)C(F)(F)F)=O 3-(4-chlorophenyl)-5-(2-oxo-2-(2-(trifluoromethyl)pyrrolidin-1-yl)ethyl)isoxazolo[5,4-d]pyrimidin-4(5H)-one